CC1=CC=C(C=C1)S(=O)(=O)O.CN(C)C1=NC=CC=C1 dimethylaminopyridine para-toluenesulfonate